OC1(COC1)C1=CC=C(C=C1)N1C(OC(=C1)C1=CC=CC=C1)C1=CC=C(C=C1)C(F)(F)F N-(4-(3-hydroxyoxetan-3-yl)phenyl)-5-phenyl-2-(4-(trifluoromethyl)phenyl)oxazole